BrCC1=CC(=C2N=C(C(NC2=C1F)=O)C)C#CC 7-(bromomethyl)-8-fluoro-3-methyl-5-(prop-1-yn-1-yl)quinoxalin-2(1H)-one